C1(=CC=CC=C1)CCCC(CN(O)CC(CCCC1=CC=CC=C1)O)O N,N-bis(5-phenyl-2-hydroxyl-pentyl)-hydroxylamine